5,7-dimethoxy-4-oxo-2-(3,4,5-trimethoxyphenyl)-4H-chromen-3-yl 4-methoxybenzenesulfonate COC1=CC=C(C=C1)S(=O)(=O)OC1=C(OC2=CC(=CC(=C2C1=O)OC)OC)C1=CC(=C(C(=C1)OC)OC)OC